FC1=NC(=C(C2=C1C(N1[C@@H](CO2)CN(CC1)C(=O)OC(C)(C)C)=O)F)C1=C(C=CC=C1)Cl tert-butyl (R)-1,4-difluoro-3-(2-chlorophenyl)-12-oxo-6a,7,9,10-tetrahydro-12H-pyrazino[2,1-c]pyrido[3,4-f][1,4]oxazepine-8(6H)-carboxylate